N-[(2-aminoquinolin-7-yl)methyl]-N-{1,1-dioxo-2H,3H-1λ6-thieno[3,2-b]pyridin-7-yl}acetamide NC1=NC2=CC(=CC=C2C=C1)CN(C(C)=O)C1=C2C(=NC=C1)CCS2(=O)=O